1-{4-methyl-5-[7-(methylamino)-2,6-naphthyridin-3-yl]pyridin-2-yl}propan-1-ol CC1=CC(=NC=C1C=1N=CC2=CC(=NC=C2C1)NC)C(CC)O